(2R,3R,4R,5S)-2-(hydroxymethyl)-1-(((1s,4S)-4-vinylcyclohexyl)methyl)piperidine-3,4,5-triol OC[C@H]1N(C[C@@H]([C@H]([C@@H]1O)O)O)CC1CCC(CC1)C=C